(2S,4R)-1-[(2S)-2-[4-(2-chloro-4-methoxy-phenyl)triazol-1-yl]-3,3-dimethyl-butanoyl]-4-hydroxy-N-methyl-pyrrolidine-2-carboxamide ClC1=C(C=CC(=C1)OC)C=1N=NN(C1)[C@H](C(=O)N1[C@@H](C[C@H](C1)O)C(=O)NC)C(C)(C)C